BrC1=C(C2=C(N=C(N2)C=2OC(=CC2)C#CCCCC)C=C1)Br dibromo-2-(5-(1-hexynyl)-2-furyl)benzimidazole